ClC=1C(N(C(=CC1OCC1=NC=C(C=C1F)F)C)C1=CC(=NC=C1C)C1=NC(=NC=C1)C(C(F)F)(C)C)=O rel-3-chloro-2'-[2-(1,1-difluoro-2-methylpropan-2-yl)pyrimidin-4-yl]-4-[(3,5-difluoropyridin-2-yl)methoxy]-5',6-dimethyl-[1,4'-bipyridin]-2-one